[P].C(C)C(CCCCC)(SP(O)(O)=S)CC diethylhexyl-dithiophosphoric acid phosphorus